C(C)C1=NC=CC(=C1)B(O)O 2-ETHYLPYRIDINE-4-BORONIC ACID